perfluorophenyl 2-(2-(2-(3-(2,5-dioxo-2,5-dihydro-1H-pyrrol-1-yl)propanamido) ethoxy)ethoxy)acetate O=C1N(C(C=C1)=O)CCC(=O)NCCOCCOCC(=O)OC1=C(C(=C(C(=C1F)F)F)F)F